N-[(3R,4R)-1-(8-cyanoquinoxalin-5-yl)-4-methylpyrrolidin-3-yl]-2-(4-fluoropiperidin-4-yl)acetamide C(#N)C=1C=CC(=C2N=CC=NC12)N1C[C@@H]([C@@H](C1)C)NC(CC1(CCNCC1)F)=O